C(C)C=1C(=CC2=C(N(C(N2)=O)C2CCC(CC2)NC2CCOCC2)C1)C=1C=C(C=2N(C1)N=CN2)OC 6-ethyl-5-(8-methoxy-[1,2,4]triazolo[1,5-a]pyridin-6-yl)-1-((1S,4S)-4-((tetrahydro-2H-pyran-4-yl)amino)cyclohexyl)-1,3-dihydro-2H-benzo[d]imidazol-2-one